(S)-N-((R)-8-Bromo-5,6-dichloro-2,3-dihydro-1H-pyrrolo[1,2-a]indol-1-yl)-2-methylpropane-2-sulfinamide BrC=1C=2C=C3N(C2C(=C(C1)Cl)Cl)CC[C@H]3N[S@@](=O)C(C)(C)C